C1(C(C1)CO)CO 2-cyclopropanedimethanol